tert-butyl ((2R,3R)-3-(hydroxymethyl)hex-5-en-2-yl)carbamate OC[C@@H]([C@@H](C)NC(OC(C)(C)C)=O)CC=C